2-(1-acryloyl-4-(8-chloro-4-(3-(dimethylamino)azetidin-1-yl)-6-fluoro-7-(3-hydroxy-naphthalen-1-yl)-1H-imidazo[4,5-c]quinolin-1-yl)pyrrolidin-2-yl)acetonitrile C(C=C)(=O)N1C(CC(C1)N1C=NC=2C(=NC=3C(=C(C(=CC3C21)Cl)C2=CC(=CC1=CC=CC=C21)O)F)N2CC(C2)N(C)C)CC#N